(2-(4'-fluoro-[1,1'-biphenyl]-3-yl)propan-2-yl)carbamat FC1=CC=C(C=C1)C1=CC(=CC=C1)C(C)(C)NC([O-])=O